1-(2,4,5-trimethoxymethoxyphenyl)ethanone COCOC1=C(C=C(C(=C1)OCOC)OCOC)C(C)=O